CN(C(=O)C=1C=C2C=CNC2=CC1)C N,N-dimethyl-1H-indole-5-carboxamide